2-chloro-N-(pyridin-4-yl)-9-(tetrahydro-2H-pyran-2-yl)-9H-purin-6-amine ClC1=NC(=C2N=CN(C2=N1)C1OCCCC1)NC1=CC=NC=C1